(S)-4-(5-(5-fluoro-2-methoxypyridin-4-yl)-1H-pyrazole-3-carbonyl)-N-((R)-5,6,7,8-tetrahydroimidazo[1,2-a]pyridin-8-yl)-4-azaspiro[2.5]octane-7-carboxamide FC=1C(=CC(=NC1)OC)C1=CC(=NN1)C(=O)N1C2(CC2)C[C@H](CC1)C(=O)N[C@H]1C=2N(CCC1)C=CN2